C(CC)N1C(NC(=CC1=O)N1[C@H](C2=CC(=CC=C2CC1)F)C)=O (S)-3-propyl-6-(7-fluoro-1-methyl-3,4-dihydroisoquinolin-2(1H)-yl)pyrimidine-2,4(1H,3H)-dione